diisobutyloxytitanium (IV) C(C(C)C)O[Ti+2]OCC(C)C